5-methyl-N-((R)-3-methyl-1-((3aS,4S,6S,7aR)-3a,5,5-trimethylhexahydro-4,6-methanobenzo[d][1,3,2]dioxaborol-2-yl)butyl)-3-phenyl-4,5-dihydroisoxazol-5-carboxamide CC1(CC(=NO1)C1=CC=CC=C1)C(=O)N[C@@H](CC(C)C)B1O[C@@]2([C@H](O1)C[C@H]1C([C@@H]2C1)(C)C)C